(R)-1-(1-(4-(chloromethyl)phenyl)ethyl)-4-(methylsulfonyl)piperazine ClCC1=CC=C(C=C1)[C@@H](C)N1CCN(CC1)S(=O)(=O)C